(1S,4s)-4-(4-amino-5-chloro-1H-pyrazol-1-yl)-1-(methylimino)hexahydro-1λ6-thiopyran 1-oxide NC=1C=NN(C1Cl)C1CCS(CC1)(=NC)=O